COCCOCCOC=1C=CC=C2C=CC(=NC12)C=O 8-(2-(2-methoxyethoxy)ethoxy)quinoline-2-formaldehyde